((iodoacetyl) amino) cyclohexane-1-carboxylate C1(CCCCC1)C(=O)ONC(CI)=O